lithium phenyl(2,4,6-trimethylbenzoyl)phosphinate C1(=CC=CC=C1)P([O-])(=O)C(C1=C(C=C(C=C1C)C)C)=O.[Li+]